N1=CC=CC2=C(C=NC=C12)N1N=CC(=C1C(F)(F)F)C(=O)O 1-(1,7-Naphthyridin-5-yl)-5-(trifluoromethyl)-1H-pyrazole-4-carboxylic acid